7-amino-6-[(2-chloro-5-fluorophenyl)carbonyl]-2-methyl-3-oxo-3,4-dihydro-2H-benzo[1,4]oxazine-5-carbonitrile NC=1C=C2C(NC(C(O2)C)=O)=C(C1C(=O)C1=C(C=CC(=C1)F)Cl)C#N